(5-((3-carbamoyl-6-cyclopropyl-5-ethylpyrazin-2-yl)amino)-2-fluorophenylethyl)carbamic acid tert-butyl ester C(C)(C)(C)OC(NCCC1=C(C=CC(=C1)NC1=NC(=C(N=C1C(N)=O)CC)C1CC1)F)=O